1-(5-bromo-3-(ethylsulfonyl)pyridin-2-yl)-6-(perfluoroethyl)-1H-pyrazolo[4,3-b]pyridine BrC=1C=C(C(=NC1)N1N=CC2=NC=C(C=C21)C(C(F)(F)F)(F)F)S(=O)(=O)CC